methyl 4-(2-aminothiazolo[5,4-b]pyridin-5-yl)benzoate NC=1SC2=NC(=CC=C2N1)C1=CC=C(C(=O)OC)C=C1